BrC1=NC=C(C(=C1)N1C(C=C(C=C1C)OCC1=CC=C(C=C1)OC)=O)C 2'-bromo-4-((4-methoxybenzyl)oxy)-5',6-dimethyl-2H-[1,4'-bipyridin]-2-one